1-(3-(tert-butyl)-1-phenyl-1H-pyrazol-5-yl)-3-(4-isonicotinoylphenyl)urea C(C)(C)(C)C1=NN(C(=C1)NC(=O)NC1=CC=C(C=C1)C(C1=CC=NC=C1)=O)C1=CC=CC=C1